(4S)-4-[(1R)-1-Hydroxyhex-5-enyl]-2,2-dimethyl-oxazolidine-3-carboxylate O[C@H](CCCC=C)[C@H]1N(C(OC1)(C)C)C(=O)[O-]